4-(4-hydroxy-7-methoxy-2-methyl-quinazolin-6-yl)-3,6-dihydropyridine-1(2H)-carboxylic acid tert-butyl ester C(C)(C)(C)OC(=O)N1CCC(=CC1)C=1C=C2C(=NC(=NC2=CC1OC)C)O